FC(C=1C=C2CCC(C2=CC1)O)(F)F 5-(trifluoromethyl)indan-1-ol